[N+](=O)([O-])[Pd+] nitropalladium(II)